1-methoxy-2-(methoxymethyl)-2,17-dimethyloctadecane COCC(CCCCCCCCCCCCCCC(C)C)(C)COC